FC1=C(C=C(C(=C1)C)C=1N=NC=CC1)NC(=O)N1CCOC2=C(C1C)N=CC=C2 N-(2-fluoro-4-methyl-5-(pyridazin-3-yl)phenyl)-5-methyl-2,3-dihydropyrido[2,3-f][1,4]oxazepine-4(5H)-carboxamide